CCCCCCCCCCCC(=O)OC[C@H](COP(=O)(O)O)OC(=O)CC/C=C\C/C=C\C/C=C\C/C=C\C/C=C\C/C=C\CC 1-Dodecanoyl-2-(4Z,7Z,10Z,13Z,16Z,19Z-docosahexaenoyl)-glycero-3-phosphate